3-bromoprop-1-yn-1,3,3-d3 BrC(C#C[2H])([2H])[2H]